C(C)OC(C1=CC(=CC(=C1)[N+](=O)[O-])C(=O)Cl)=O 3-(chlorocarbonyl)-5-nitrobenzoic acid ethyl ester